N-[(1R)-1-[3-(1,2-dihydroxyethyl)phenyl]ethyl]-2-methyl-5-(4-methylpiperazin-1-yl)benzamide OC(CO)C=1C=C(C=CC1)[C@@H](C)NC(C1=C(C=CC(=C1)N1CCN(CC1)C)C)=O